C(O[C@H]1CC[C@@]2([C@H]3CC[C@@]4([C@H](CC[C@@]4([C@@H]3CC[C@@H]2C1)O)C=1C=CC(OC1)=O)C)C)(OC1=CC=C(C=C1)[N+](=O)[O-])=O (3S,5R,8R,9S,10S,13R,14S,17R)-14-hydroxy-10,13-dimethyl-17-(2-oxo-2H-pyran-5-yl)hexadecahydro-1H-cyclopenta[a]phenanthren-3-yl 4-nitrophenyl carbonate